6-(Cyclopropylmethoxy)-N-[(2R)-1-(2-fluoroethoxy)-4-methylpent-2-yl]-5-(3-methoxyazetidin-1-yl)pyridine-2-carboxamide C1(CC1)COC1=C(C=CC(=N1)C(=O)N[C@@H](COCCF)CC(C)C)N1CC(C1)OC